methyl (S)-3-(8-chloro-1-((2-morpholinoethyl)thio)-6-phenyl-4H-benzo[f][1,2,4]triazolo[4,3-a][1,4]diazepin-4-yl)propionate ClC=1C=CC2=C(C(=N[C@H](C=3N2C(=NN3)SCCN3CCOCC3)CCC(=O)OC)C3=CC=CC=C3)C1